2-bromo-2-(4-cyanophenyl)acetic acid methyl ester COC(C(C1=CC=C(C=C1)C#N)Br)=O